ClC1=NC(=CC(=C1)[C@@H]1COC[C@H](N1CC1=CC=C(C=C1)OC)CO)Cl ((3R,5R)-5-(2,6-dichloropyridin-4-yl)-4-(4-methoxybenzyl)morpholin-3-yl)methanol